C(CCCCCCC\C=C/C\C=C/CCCCC)N(CCN(CCN1CCN(CC1)C(=O)OC(C)(C)C)CCCCCCCC\C=C/C\C=C/CCCCC)CCCCCCCC\C=C/C\C=C/CCCCC tert-Butyl 4-(2-((2-(di((9Z,12Z)-octadeca-9,12-dien-1-yl)amino)ethyl)((9Z,12Z)-octadeca-9,12-dien-1-yl)amino)ethyl)piperazine-1-carboxylate